ClC=1C=C(C=C(C1)Cl)C1=[N+](C=C(C(=C1)C(=O)OC)F)[O-] 2-(3,5-dichlorophenyl)-5-fluoro-4-(methoxycarbonyl)pyridine 1-oxide